N-[(1S)-1-(dicyclopropylmethyl)-2-[[5-(3,5-dimethyl-1H-pyrazol-4-yl)-6-fluoro-2-pyridyl]amino]-2-oxo-ethyl]-3-isopropyl-triazole-4-carboxamide C1(CC1)C([C@@H](C(=O)NC1=NC(=C(C=C1)C=1C(=NNC1C)C)F)NC(=O)C=1N(N=NC1)C(C)C)C1CC1